(3S,8aS)-3-[(1R)-1-Hydroxyethyl]hexahydropyrrolo[1,2-a]pyrazine-1,4-dione O[C@H](C)[C@@H]1NC([C@H]2N(C1=O)CCC2)=O